(2S,3S)-3-(2,4-dimethylphenyl)butan-2-yl (3-acetoxy-4-methoxypyridine-2-carbonothioyl)-L-alaninate C(C)(=O)OC=1C(=NC=CC1OC)C(=S)N[C@@H](C)C(=O)O[C@@H](C)[C@@H](C)C1=C(C=C(C=C1)C)C